2-amino-1-(4-bromophenyl)-1-(4-chlorophenyl)ethan-1-ol NCC(O)(C1=CC=C(C=C1)Cl)C1=CC=C(C=C1)Br